BrC1=C(SC=C1)C(=O)N1CCN(CC1)C1=C(C=CC=C1)NCCC1=CC=C(C=C1)OC (3-bromothiophen-2-yl)(4-(2-((4-methoxyphenylethyl)amino)phenyl)piperazin-1-yl)methanone